racemic-Cyclopropylamine C1(CC1)N